NC1=NC(=CC(=N1)N1CCC2(C[C@H](NC2)C(=O)OCC)CC1)O[C@@H](C(F)(F)F)C1=CC=C(C=C1)C1=CC=C(C=C1)S(N)(=O)=O (S)-ethyl 8-(2-amino-6-((R)-2,2,2-trifluoro-1-(4'-sulfamoyl-[1,1'-biphenyl]-4-yl)ethoxy)pyrimidin-4-yl)-2,8-diazaspiro[4.5]decane-3-carboxylate